(S)-2'-chloro-4-{[(1R)-1-cyclohexylbutyl]carbamoyl}-6'-(6,7-difluoro-1H-1,3-benzodiazol-2-yl)-[1,1'-biphenyl]-2-carboxylic acid ClC1=C(C(=CC=C1)C1=NC2=C(N1)C(=C(C=C2)F)F)C=2C(=CC(=CC2)C(N[C@H](CCC)C2CCCCC2)=O)C(=O)O